ClC=1C=C(C=CC1)[C@H](C(=O)N1[C@@H]2CC([C@H]([C@@H]1C(=O)N[C@H](C[C@@H]1C(NCC1)=O)C#N)CC2)(F)F)O (1S,3R,4S)-2-((R)-2-(3-chlorophenyl)-2-hydroxyacetyl)-N-((R)-1-cyano-2-((R)-2-oxopyrrolidin-3-yl)ethyl)-5,5-difluoro-2-azabicyclo[2.2.2]octane-3-carboxamide